C(C)S(=O)(=O)C=1C(=NC=CC1)C1=NC=2C(=NC=C(C2)C(C(F)(F)F)(F)F)N1C 2-(3-ethanesulfonyl-pyridin-2-yl)-3-methyl-6-pentafluoroethyl-3H-imidazo[4,5-b]pyridine